4-(3-(4-fluoro-2,6-dimethylphenoxy)-1-(2-methoxyethyl)-2-oxo-1,2-dihydropyridin-4-yl)-6-methyl-1,6-dihydro-7H-pyrrolo[2,3-c]pyridin-7-one FC1=CC(=C(OC=2C(N(C=CC2C=2C3=C(C(N(C2)C)=O)NC=C3)CCOC)=O)C(=C1)C)C